ClC=1N=CC2=CC(=NC=C2C1)C1=C(C(=CC(=C1Cl)OC)OC)Cl 3-chloro-7-(2,6-dichloro-3,5-dimethoxyphenyl)-2,6-naphthyridine